(1S,2S)-2-fluoro-N-(8-((methyl-d3)amino)-5-(6-methyl-[1,2,4]triazolo[1,5-a]pyridin-2-yl)-2,7-naphthyridin-3-yl)cyclopropane-1-carboxamide F[C@@H]1[C@@H](C1)C(=O)NC=1N=CC2=C(N=CC(=C2C1)C1=NN2C(C=CC(=C2)C)=N1)NC([2H])([2H])[2H]